BrC1=CN=CC2=C1OCCN2 8-bromo-3,4-dihydro-2H-pyrido[4,3-b][1,4]oxazine